3-bromo-5-((4-((di-ethylamino)methyl)phenylimino)methyl)phenol BrC=1C=C(C=C(C1)C=NC1=CC=C(C=C1)CN(CC)CC)O